2-Amino-4-bromo-7-fluorobenzo[b]thiophene-3-carbonitrile NC1=C(C2=C(S1)C(=CC=C2Br)F)C#N